3-methyl-5-benzyloxy-2-(4-benzyloxy-phenyl)-1H-indole CC1=C(NC2=CC=C(C=C12)OCC1=CC=CC=C1)C1=CC=C(C=C1)OCC1=CC=CC=C1